ClC1=C(OC=2C=CC(=C(C2)S(=O)(=O)NC2CC(C2)([2H])O)O)C(=CC(=C1)N1N=C(C(NC1=O)=O)C(F)F)Cl 5-(2,6-dichloro-4-(6-(difluoromethyl)-3,5-dioxo-4,5-dihydro-1,2,4-triazin-2(3H)-yl)phenoxy)-2-hydroxy-N-((1r,3r)-3-hydroxycyclobutyl-3-d)benzenesulfonamide